N-(2-hydroxy-3-methacryloyloxypropyl)-N-phenylglycine OC(CN(CC(=O)O)C1=CC=CC=C1)COC(C(=C)C)=O